[Br-].CC=1C=C2C=CC=[N+](C2=CC1)CC(C1=CC=C(C=C1)C)=O 6-Methyl-1-(2-oxo-2-(p-tolyl)ethyl)quinolin-1-ium bromide